benzyl 3,3-difluoro-2,2-dimethyl-butanoate FC(C(C(=O)OCC1=CC=CC=C1)(C)C)(C)F